ClC1=CC=C(N1)C(=O)N1[C@H]([C@H](CC1)C(=O)NC1=CC(=C(C(=C1)F)F)F)C (2S,3S)-1-(5-chloro-1H-pyrrole-2-carbonyl)-2-methyl-N-(3,4,5-trifluorophenyl)pyrrolidine-3-carboxamide